(S)-3-(1-(4-amino-3-(5-hydroxypyridin-3-yl)-1H-pyrazolo[3,4-d]pyrimidin-1-yl)ethyl)-4-(3-((dimethylamino)methyl)phenyl)-1H-isochromen-1-one Esylate S(=O)(=O)(O)CC.NC1=C2C(=NC=N1)N(N=C2C=2C=NC=C(C2)O)[C@@H](C)C=2OC(C1=CC=CC=C1C2C2=CC(=CC=C2)CN(C)C)=O